7-(1-(adamantan-1-ylmethyl)-1H-pyrazol-4-yl)-3-(6-chloropyridazin-3-yl)imidazo[1,2-a]pyridine-8-carboxylic acid methyl ester COC(=O)C=1C=2N(C=CC1C=1C=NN(C1)CC13CC4CC(CC(C1)C4)C3)C(=CN2)C=2N=NC(=CC2)Cl